1-(2-Ethynylthiazol-4-yl)-3-(4-(3-methyl-4-oxo-3,4-dihydroquinazolin-5-yl)-benzyl)urea C(#C)C=1SC=C(N1)NC(=O)NCC1=CC=C(C=C1)C1=C2C(N(C=NC2=CC=C1)C)=O